CC1(OB(OC1(C)C)C1=CC2=C(COCC23CC3)S1)C 4,4,5,5-tetramethyl-2-(5'H,7'H-spiro[cyclopropane-1,4'-thieno[2,3-c]pyran]-2'-yl)-1,3,2-dioxaborolane